Cl.NC(C(=O)N)C(=O)N 2-aminopropanediamide hydrochloride